vinyl 2,2-dimethylvalerate CC(C(=O)OC=C)(CCC)C